Hydroxymagnesium O[Mg]